C(C1=CC=CC=C1)OCC[C@@H](CCC)OC1=NN2C(C(=N1)N(CC1=CC=C(C=C1)OC)CC1=CC=C(C=C1)OC)=NC=C2 |o1:10| (R or S)-2-((1-(benzyloxy)hexan-3-yl)oxy)-N,N-bis(4-methoxybenzyl)imidazo[2,1-f][1,2,4]triazin-4-amine